O=C1N(CCCCC1)C(C(=O)O)CCCCC 2-(2-oxoazepan-1-yl)heptanoic acid